N-(2-aminoethyl)-2-{[(3-{2-cyano-1-[4-(7H-pyrrolo[2,3-d]-pyrimidin-4-yl)-1H-pyrazol-1-yl]ethyl}phenyl)sulfonyl]-amino}acetamide NCCNC(CNS(=O)(=O)C1=CC(=CC=C1)C(CC#N)N1N=CC(=C1)C=1C2=C(N=CN1)NC=C2)=O